3-methyl-2-oxo-1-(5-((4-oxo-3,4-dihydrophthalazin-1-yl)methyl)pyridin-3-yl)indolin CC1C(N(C2=CC=CC=C12)C=1C=NC=C(C1)CC1=NNC(C2=CC=CC=C12)=O)=O